CN1CC2(CC1C)CCN(CC2)C=2C1=C(N=C(N2)C2=CC=NC=C2)C=NC=C1 4-(2,3-dimethyl-2,8-diazaspiro[4.5]decan-8-yl)-2-(pyridin-4-yl)pyrido[3,4-d]pyrimidine